3-(2-(2-(3-aminopropionamido)ethoxy)propanamido)cyclohexane-1-carboxylic acid tert-butyl ester C(C)(C)(C)OC(=O)C1CC(CCC1)NC(C(C)OCCNC(CCN)=O)=O